1,2,3,9-tetrahydromethyl-{(2-methylimidazol-1-yl)methyl}-4-oxocarbazole hydrochloride Cl.CC1(CCC(C=2C3=CC=CC=C3NC12)=O)CN1C(=NC=C1)C